[Cl-].[Cl-].CC1=C(C(=C(C1[Si](C)(C)[Zr+2]C1C(=CC2=C(C=3CCCC3C=C12)C1=CC(=CC(=C1)C(F)(F)F)C(F)(F)F)C)C)C)C tetramethylcyclopentadienyl-dimethylsilyl-(2-methyl-4-(3,5-di-trifluoromethylphenyl)-1,5,6,7-tetrahydro-s-indacen-1-yl)zirconium dichloride